1-(3,3-dimethyl-2,3-dihydrobenzofuran-5-yl)ethan-1-ol CC1(COC2=C1C=C(C=C2)C(C)O)C